N-({5-chloro-6-[5-fluoro-6-(methylamino)-3-pyridyl]-2-indolyl}methyl)acetamide ClC=1C=C2C=C(NC2=CC1C=1C=NC(=C(C1)F)NC)CNC(C)=O